ClC1=NC(=C2C=C(C=NC2=C1)I)NC1C[C@H]2CC[C@@H](C1)N2C(=O)OC(C)(C)C tert-butyl (1R,3s,5S)-3-((7-chloro-3-iodo-1,6-naphthyridin-5-yl)amino)-8-azabicyclo[3.2.1]octane-8-carboxylate